diethyltrimethylsilylamine C(C)N([Si](C)(C)C)CC